CC(C)(CC)NC1CN(CC1)C=1N=NC(=CN1)C1=C(C=C(C=C1)C=1C=NNC1)O 2-(3-{3-[(2-methylbutan-2-yl)amino]pyrrolidin-1-yl}-1,2,4-triazin-6-yl)-5-(1H-pyrazol-4-yl)phenol